S-methyl 4-(3-methoxypyrrolidin-1-yl)-4-methylpent-2-ynethioate COC1CN(CC1)C(C#CC(SC)=O)(C)C